ClC1=NC=CC(=N1)C=1C=C2CCC(C2=CC1)NC(OC(C)(C)C)=O tert-butyl (5-(2-chloropyrimidin-4-yl)-2,3-dihydro-1H-inden-1-yl)carbamate